(1-methyl-2-(1,2,2-trimethylbicyclo(3.1.0)-hex-3-ylmethyl)cyclopropyl)methanol CC1(C(C1)CC1C(C2(CC2C1)C)(C)C)CO